4-amino-1,3,5-triazin NC1=NC=NC=N1